C(C)(=O)OCCC1CC2(C1)CC(C2)NC(=O)C=2C=C(C=C1C=NN(C21)CC=2C=NC(=NC2)C2=CC(=C(C=C2)F)OC)Cl 2-(6-(5-chloro-1-((2-(4-fluoro-3-methoxyphenyl) pyrimidin-5-yl)methyl)-1H-indazole-7-carboxamido)spiro[3.3]heptan-2-yl)ethyl acetate